FC1=CC=C(OC2=NC3=C(N=C(C(=C3C=C2)O)C(=O)NCC(=O)O)Br)C=C1 2-(2-(4-fluorophenoxy)-5-hydroxy-8-bromo-1,7-naphthyridine-6-carboxamido)acetic acid